[Ru+2](Cl)Cl ruthenium(IV) dichloride